C(CC1=CC=CC=C1)OCC(CO)O 3-phenethoxy-propane-1,2-diol